C1(=CC=CC=C1)C=1N=CC(=NC1C1=CC=CC=C1)N(C)CC1=CC=C(C#N)C=C1 4-(((5,6-diphenylpyrazin-2-yl)(methyl)amino)methyl)benzonitrile